CC1(CCOC=2C1=NC(=CC2CN2C[C@H](CCC2)C)C(=O)[O-])C.[Li+] lithium (S)-4,4-dimethyl-8-((3-methylpiperidin-1-yl) methyl)-3,4-dihydro-2H-pyrano[3,2-b]pyridine-6-carboxylate